5-Fluoro-1-[4-fluoro-3-(hydroxymethyl)benzyl]quinazoline-2,4(1H,3H)-dione FC1=C2C(NC(N(C2=CC=C1)CC1=CC(=C(C=C1)F)CO)=O)=O